FC=1C=C(C=CC1)S(=O)(=NC1=CC=C(C=C1)CC1=NOC(=N1)C(F)(F)F)C (3-fluorophenyl)(methyl)((4-((5-(trifluoromethyl)-1,2,4-oxadiazol-3-yl)methyl)phenyl)imino)-λ6-sulfanone